FC1=C(C(=CC=C1)C)N1CCC(CC1)C1=CC=2C(=NC=CN2)N(C1=O)CC=1C=NC(=CC1)C(F)(F)F 7-(1-(2-fluoro-6-methylphenyl)piperidin-4-yl)-5-((6-(trifluoromethyl)pyridin-3-yl)methyl)pyrido[2,3-b]pyrazin-6(5H)-one